C(C1=CC=CC=C1)[C@]1(O)[C@H](OCC2=CC=C(C=C2)OC)[C@@H](OCC2=CC=CC=C2)[C@@H](OCC2=CC=CC=C2)[C@H](O1)C(O)C(CCC(=O)C)=O Benzyl-2-O-p-methoxybenzyl-3,4-di-O-benzyl-6-levulinyl-beta-D-galactopyranose